bis-(triphenylphosphine) ammonium iodide [I-].[NH4+].C1(=CC=CC=C1)P(C1=CC=CC=C1)C1=CC=CC=C1.C1(=CC=CC=C1)P(C1=CC=CC=C1)C1=CC=CC=C1